1,1-dioxobenzothiophen-3-one oxime O=S1(CC(C2=C1C=CC=C2)=NO)=O